NC1=NC(=NN1C(=O)NC1=CC=C(C=C1)C1=CC(=C(C=C1)OCC1=CC=CC=C1)C(=O)O)NC1=CC=C(C=C1)S(N)(=O)=O 4'-(5-amino-3-((4-sulfamoylphenyl)amino)-1H-1,2,4-triazole-1-carboxamido)-4-(benzyloxy)-[1,1'-biphenyl]-3-carboxylic acid